BrC1=CC(=NC=C1)N1CCN(CC1)C(=O)OC(C)(C)C tert-butyl 4-(4-bromopyridin-2-yl)piperazine-1-carboxylate